BrC=1C=C2C(=CC=NC2=CC1)NC1=CC(=CC(=C1)N1CCCC1)OC 6-Bromo-N-(3-methoxy-5-(pyrrolidin-1-yl)phenyl)quinolin-4-amine